CYCLOPENTADIENYL-PHOSPHORUS C1(C=CC=C1)[P]